Cl.NCC(=O)C1=C(C(=CC=C1)OC)Cl 2-Amino-1-(2-chloro-3-methoxyphenyl)ethan-1-one hydrochloride